C(C)OC1=C(C=C(C=N1)C1=C(C2=C(CCC1)C=C(C=C2)O)C2=CC=C(C=C2)O[C@@H]2CN(CC2)CCCF)C(F)(F)F 6-[6-ethoxy-5-(trifluoro-methyl)-3-pyridyl]-5-[4-[(3S)-1-(3-fluoro-propyl)pyrrolidin-3-yl]oxyphenyl]-8,9-dihydro-7H-benzo[7]annulen-2-ol